(R)-3-(3-fluoropyrrolidin-1-yl)propanoic acid F[C@H]1CN(CC1)CCC(=O)O